C(C)(=O)OC=1C=CC=2C3(C4=CC=C(C(=C4OC2C1Br)Br)OC(C)=O)OC(C1=CC(=CC=C13)C(=O)O)=O 3',6'-diacetoxy-4',5'-dibromo-3-oxo-3H-spiro[isobenzofuran-1,9'-xanthene]-5-carboxylic acid